tert-Butyl-4-[2-[5-[(3-methyloxetan-3-yl)methoxy]benzimidazol-1-yl]-8-quinolyl]-2,3-dihydropyrrole-1-carboxylate C(C)(C)(C)OC(=O)N1CCC(=C1)C=1C=CC=C2C=CC(=NC12)N1C=NC2=C1C=CC(=C2)OCC2(COC2)C